2,5-dichloro-4-(methylthio)pyrimidine methyl-2-methyl-1,1-dioxo-3H-1λ6,2-benzothiazepine-8-carboxylate COC(=O)C1=CC2=C(C=CCN(S2(=O)=O)C)C=C1.ClC1=NC=C(C(=N1)SC)Cl